tert-butyl (1R,5S,6r)-6-ethynyl-3-azabicyclo[3.1.0]hexane-3-carboxylate C(#C)C1[C@@H]2CN(C[C@H]12)C(=O)OC(C)(C)C